CN(C1=CC=C(C=N1)C1=CC=C(C=C1)C=1SC2C(N1)C=CC(=C2)N(C(OC(C)(C)C)=O)CCOCCOCCOCCI)C tert-butyl N-[2-[4-[6-(dimethylamino)pyridin-3-yl]-phenyl]-3a,7a-dihydro-1,3-benzothiazol-6-yl]-N-[2-[2-[2-(2-iodoethoxy)ethoxy]ethoxy]ethyl]-carbamate